C(C)(C)(C)[C@@H]1OC([C@@H](N1C(=O)OCC1=CC=CC=C1)CC(CC=C)(C)C)=O Benzyl (2S,4S)-2-(tert-butyl)-4-(2,2-dimethylpent-4-en-1-yl)-5-oxooxazolidine-3-carboxylate